FC([C@H](OC)C1=C2C(=NC=C1NC1=CC=C(C=C1)[C@@H](C(F)(F)F)N(C(=O)C1CCS(CC1)(=O)=O)C)SC(=N2)C)F N-{(1S)-1-[4-({7-[(1R)-2,2-difluoro-1-methoxyethyl]-2-methyl[1,3]thiazolo[5,4-b]pyridin-6-yl}amino)phenyl]-2,2,2-trifluoroethyl}-N-methyl-1,1-dioxo-1λ6-thiane-4-carboxamide